3'-chloro-5-fluoro-2-methoxy-4'-(2-oxooxazolidin-3-yl)-[1,1'-biphenyl] ClC=1C=C(C=CC1N1C(OCC1)=O)C1=C(C=CC(=C1)F)OC